CN1C=C(C2=CC=CC=C12)C#N 1-Methyl-1H-indole-3-carbonitrile